N-{2-[cis-3,4-difluoropyrrolidin-1-yl]pyrimidin-4-yl}-8-[3-(methanesulfonyl-methyl)azetidin-1-yl]-5-(propan-2-yl)-2,7-naphthyridin-3-amine F[C@@H]1CN(C[C@@H]1F)C1=NC=CC(=N1)NC=1N=CC2=C(N=CC(=C2C1)C(C)C)N1CC(C1)CS(=O)(=O)C